N-(3,3-difluoro-1-methylpiperidin-4-yl)-2-methyl-5-((4-methylthiazol-5-yl)methoxy)benzofuran-3-carboxamide FC1(CN(CCC1NC(=O)C1=C(OC2=C1C=C(C=C2)OCC2=C(N=CS2)C)C)C)F